C(=C)C1=CC=C(C=C1)NC(CC)=O N-(4-vinylphenyl)propionamide